(2R,3R)-3-((3-(3-chlorophenyl)isoxazol-5-yl)-methoxy)-2-(2,4-difluorophenyl)-1-(1H-1,2,4-triazol-1-yl)butan-2-ol ClC=1C=C(C=CC1)C1=NOC(=C1)CO[C@@H]([C@@](CN1N=CN=C1)(O)C1=C(C=C(C=C1)F)F)C